N-(1,3-dimethylpyrazol-4-yl)sulfonyl-2-[(4S)-2,2,4-trimethylpyrrolidin-1-yl]pyridine-3-carboxamide CN1N=C(C(=C1)S(=O)(=O)NC(=O)C=1C(=NC=CC1)N1C(C[C@@H](C1)C)(C)C)C